5-(2-(3-(benzyloxy)-5-fluorophenyl)-1H-pyrrolo[2,3-b]pyridin-4-yl)-1H-indazol-3-amine C(C1=CC=CC=C1)OC=1C=C(C=C(C1)F)C1=CC=2C(=NC=CC2C=2C=C3C(=NNC3=CC2)N)N1